5-amino-3-(2-hydroxypropyl)-1,3,4-thiadiazol-2(3H)-one NC1=NN(C(S1)=O)CC(C)O